NC=1C(=C(C(=C(C1)C=1C=NC2=CC(=NC=C2C1)N(C)CC1=CC=C(C=C1)OC)C)F)F 3-(5-amino-3,4-difluoro-2-methylphenyl)-N-(4-methoxybenzyl)-N-methyl-1,6-naphthyridin-7-amine